C1(CC1)C(CNC1CCC=2C=C(C(=C(C2C1)F)N1CC(NS1(=O)=O)=O)O)O 5-{7-[(2-cyclopropyl-2-hydroxyethyl)amino]-1-fluoro-3-hydroxy-5,6,7,8-tetrahydronaphthalen-2-yl}-1λ6,2,5-thiadiazolidine-1,1,3-trione